8-(methylthio)-2-(trifluoromethyl)-4H-pyrido[1,2-a]pyrimidin-4-one CSC1=CC=2N(C(C=C(N2)C(F)(F)F)=O)C=C1